[5-(1-[(2E)-2-(aminomethyl)-3-fluoroprop-2-en-1-yl]-5-oxo-1,5-dihydro-4H-1,2,4-triazol-4-ylmethyl)thiophen-2-yl]-4-methyl-2H-1,4-benzoxazin-3(4H)-one hydrochloride Cl.NC/C(/CN1N=CN(C1=O)CC1=CC=C(S1)C1OC2=C(N(C1=O)C)C=CC=C2)=C\F